6-{6-[(4-cyano-2-fluorobenzyl)oxy]-5-fluoropyridin-2-yl}-6-azaspiro[2.5]octane-1-carboxylic acid C(#N)C1=CC(=C(COC2=C(C=CC(=N2)N2CCC3(CC3C(=O)O)CC2)F)C=C1)F